OCC(CO)C1=C(C(=O)N)C=CC=C1C=1C=C2C(=NC1)NC(=C2)C2=CC=C(C=C2)F (1,3-Dihydroxypropan-2-yl)-3-(2-(4-fluorophenyl)-1H-pyrrolo[2,3-b]pyridin-5-yl)benzamide